(S)-4-{2-[4-(2-(2,4-dimethyl-5-oxopiperazin-1-yl)ethoxy)phenyl]quinolin-6-yl}-6-methyl-1-tosyl-1,6-dihydro-7H-pyrrolo[2,3-c]pyridin-7-one C[C@@H]1N(CC(N(C1)C)=O)CCOC1=CC=C(C=C1)C1=NC2=CC=C(C=C2C=C1)C=1C2=C(C(N(C1)C)=O)N(C=C2)S(=O)(=O)C2=CC=C(C)C=C2